FC1CNCCC12C(N1[C@H](O2)CC[C@H]1C1=CC=CC=C1)=O (5'S,7a'R)-3-fluoro-5'-phenyltetrahydro-3'H-spiro[piperidine-4,2'-pyrrolo[2,1-b]oxazol]-3'-one